C(C)N(CCNC(=O)C=1C(=C(NC1C)\C=C\1/C(NC2=CC=C(C=C12)C(=O)NC(C)C1=CC=CC=C1)=O)C)CC (Z)-3-((4-((2-(diethylamino)ethyl)carbamoyl)-3,5-dimethyl-1H-pyrrol-2-yl)methylene)-2-oxo-N-(1-phenylethyl)indoline-5-carboxamide